2-((4-chlorophenyl)thio)-1-(4-(5-(trifluoromethyl)-1,2,4-oxadiazol-3-yl)phenyl)ethan-1-one ClC1=CC=C(C=C1)SCC(=O)C1=CC=C(C=C1)C1=NOC(=N1)C(F)(F)F